N-Fmoc-methionine C(=O)(OCC1C2=CC=CC=C2C2=CC=CC=C12)N[C@@H](CCSC)C(=O)O